ClC=1C=C(C(=O)OC)C=CC1B1OC(C(O1)(C)C)(C)C methyl 3-chloro-4-(4,4,5,5-tetramethyl-1,3,2-dioxaborolan-2-yl)benzoate